7-[2-[4-[4-[(2,6-dioxopiperidin-3-yl)amino]-2-fluorophenyl]piperidin-1-yl]acetyl]-7-azaspiro[3.5]nonan O=C1NC(CCC1NC1=CC(=C(C=C1)C1CCN(CC1)CC(=O)N1CCC2(CCC2)CC1)F)=O